N-(3-(4,6-difluoropyridin-2-yl)-1-(trans-4-ethoxycyclohexyl)-1H-pyrazol-4-yl)-2-(1H-pyrazol-4-yl)oxazole-4-carboxamide FC1=CC(=NC(=C1)F)C1=NN(C=C1NC(=O)C=1N=C(OC1)C=1C=NNC1)[C@@H]1CC[C@H](CC1)OCC